zinc diethoxide [O-]CC.[O-]CC.[Zn+2]